6-(methoxycarbonyl)pyridine-2-carboxylic acid COC(=O)C1=CC=CC(=N1)C(=O)O